CC1=CC(=NC=N1)C=1C=CC(=C(C1)O)C1=CN=C(N=N1)N1C[C@H](NCC1)C(C)C |r| 5-(6-methylpyrimidin-4-yl)-2-{3-[(3RS)-3-(propan-2-yl)piperazin-1-yl]-1,2,4-triazin-6-yl}phenol